CC(C)(C1=CC=C(C=C1)OCC(C)C=C(CC(CC(=C)C(=O)[O-])(C(=O)[O-])C(=O)[O-])C(=O)[O-])C1=CC=C(C=C1)OCC(C)C=C(CC(CC(=C)C(=O)[O-])(C(=O)[O-])C(=O)[O-])C(=O)[O-] O4-{[(propan-2,2-diylbis(4,1-phenylen))bisoxy]bis-(propan-1,2-diyl)}-bis(hepta-1,6-dien-2,4,4,6-tetracarboxylat)